3,4-dihydroxyphenylphosphonic acid OC=1C=C(C=CC1O)P(O)(O)=O